ethyl 8-cyclopropyl-2-methylimidazo[1,2-a]pyridine-6-carboxylate C1(CC1)C=1C=2N(C=C(C1)C(=O)OCC)C=C(N2)C